N1CCC(CC1)C1=CC=C(C=C1)C1=NC(=NC=C1)N [4-(piperidin-4-yl)phenyl]pyrimidin-2-amine